N,N'-dimethyl-N-ethylethylenediamine CN(CCNC)CC